4'-Hydroxy-3',4',5',6'-tetrahydro-2'H-[3,4']bipyridinyl-1'-carboxylic acid (4-methoxy-7-phenyl-thiazolo[4,5-c]pyridin-2-yl)-amide COC1=NC=C(C2=C1N=C(S2)NC(=O)N2CCC(CC2)(C=2C=NC=CC2)O)C2=CC=CC=C2